C1=CC=C(C=C1)N(C2=CC=CC=C2)C3=CC4=C(C=C3)C5=C(C46C7=C(C=CC(=C7)N(C8=CC=CC=C8)C9=CC=CC=C9)C1=C6C=C(C=C1)N(C1=CC=CC=C1)C1=CC=CC=C1)C=C(C=C5)N(C1=CC=CC=C1)C1=CC=CC=C1 2,2',7,7'-tetrakis(N,n-diphenylamino)-9,9'-spirobifluorene